C1(CCCCC1)NC(=O)C1=NN(C2=C1C(N(C=C2C)C)=O)C N-cyclohexyl-1,5,7-trimethyl-4-oxo-4,5-dihydro-1H-pyrazolo[4,3-c]pyridine-3-carboxamide